4-[6-amino-4-ethyl-5-[3-(methoxymethyl)phenyl]-3-pyridyl]phenol NC1=C(C(=C(C=N1)C1=CC=C(C=C1)O)CC)C1=CC(=CC=C1)COC